(2R,3R)-3,3',4',7-Tetrahydroxyflavanone O[C@@H]1[C@H](OC2=CC(=CC=C2C1=O)O)C1=CC(=C(C=C1)O)O